ClC=1C=C(C=C(C1F)Cl)C1(CC(=NO1)N1CC2=C(C1)C(=C(S2)C(=O)NCC(C(F)(F)F)(F)F)C)C(F)(F)F 5-(5-(3,5-dichloro-4-fluorophenyl)-5-(trifluoromethyl)-4,5-dihydroisoxazol-3-yl)-3-methyl-N-(2,2,3,3,3-pentafluoropropyl)-5,6-dihydro-4H-thieno[2,3-c]pyrrole-2-carboxamide